6-amino-3-(3-aminoprop-1-ynyl)-5-hydropyrazolo[3,4-d]pyrimidine-4-one C(C#CC1=C2C(=O)NC(=NC2=NN1)N)N